7-Chloro-1-(3-(piperidin-1-yl)prop-1-yn-1-yl)isoquinoline ClC1=CC=C2C=CN=C(C2=C1)C#CCN1CCCCC1